1,4-bis(benzhydryl)piperazine C(C1=CC=CC=C1)(C1=CC=CC=C1)N1CCN(CC1)C(C1=CC=CC=C1)C1=CC=CC=C1